tert-Butyl-4-(6-isopropoxy-2,3-dioxo-2,3-dihydropyrido[2,3-b]pyrazin-4(1H)-yl)piperidine C(C)(C)(C)N1CCC(CC1)N1C2=C(NC(C1=O)=O)C=CC(=N2)OC(C)C